methyl 3-((2-chloroethyl) (2,2-difluoro-2-(1,4,8-trioxaspiro[4.5]decan-7-yl)ethyl)amino)-5-(trifluoromethyl)benzofuran-2-carboxylate ClCCN(C1=C(OC2=C1C=C(C=C2)C(F)(F)F)C(=O)OC)CC(C2CC1(OCCO1)CCO2)(F)F